3-methoxy-4-((2-methoxyethyl)amino)-2-oxo-2H-pyran-6-carboxamide COC=1C(OC(=CC1NCCOC)C(=O)N)=O